3-amino-N-(2-{4-amino-7-oxa-2-azaspiro[4.5]decan-2-yl}-4-fluoro-5,6,7,8-tetrahydroquinolin-6-yl)-4,6-dimethylthieno[2,3-b]pyridine-2-carboxamide NC1=C(SC2=NC(=CC(=C21)C)C)C(=O)NC2CC=1C(=CC(=NC1CC2)N2CC1(C(C2)N)COCCC1)F